FC1=CC=C(C=C1)N1N=C(C2=CC=CC=C2C1=O)C1=C(C=CC=C1)\C=[N+](\C(C)C)/[O-] (Z)-1-(2-(3-(4-fluorophenyl)-4-oxo-3,4-dihydrophthalazin-1-yl)phenyl)-N-isopropylmethanimine oxide